[5-(difluoromethoxy)-1-methyl-3-(trifluoromethyl)-1H-pyrazol-4-yl] methyl-4-methylbenzenesulfonate CC1=C(C=CC(=C1)C)S(=O)(=O)OC=1C(=NN(C1OC(F)F)C)C(F)(F)F